FC1(CC[C@@H](N(C1)C(=O)C1=NC(=CC=C1C)NC1=NC=NC=C1)CNC(C)=O)F (R)-N-((5,5-Difluoro-1-(3-methyl-6-(pyrimidin-4-ylamino)pyridine-2-carbonyl)piperidin-2-yl)Methyl)acetamide